C(CCCCCCCCCCC)N1C=NCC1 lauryl-imidazoline